Ethyl (S)-3-(2',4'-Difluorobiphenyl-3-yl)-3-(3-(7-hydroxy-4-methyl-5-oxo-4,5-dihydrothieno[3,2-b]pyridin-6-yl)ureido)propanoat FC1=C(C=CC(=C1)F)C1=CC(=CC=C1)[C@H](CC(=O)OCC)NC(=O)NC1=C(C2=C(N(C1=O)C)C=CS2)O